C(=O)(OC(C)(C)C)N([C@@H](CC1=CC=CC=C1)C(=O)O)C boc-N-methyl-L-phenylalanine